NC1=CC=NC2=C(C(=CC=C12)OC)OC 4-amino-7,8-dimethoxyquinoline